O1C(=CC=C1)C(=O)OC(CCCCC)(CC)CC diethylhexyl furanoate